COC1(CC(CC1)C(CC#N)=O)OC 3-(3,3-dimethoxycyclopentyl)-3-oxopropanenitrile